BC1=CC=C(C[C@H](N)C(=O)O)C=C1 L-p-boranylphenylalanine